(2-methylbenzyl)-N-((3S,4S)-3-methylpiperidin-4-yl)cyclopropane-1-carboxamide CC1=C(CC2(CC2)C(=O)N[C@@H]2[C@H](CNCC2)C)C=CC=C1